N-(6-methoxy-1,3-benzoxazol-2-yl)-3,5-dimethyladamantane-1-carboxamide COC1=CC2=C(N=C(O2)NC(=O)C23CC4(CC(CC(C2)C4)(C3)C)C)C=C1